ClC1=CC=C(CN2CCC3=CC(=CC=C23)NC(CC(C)(C)C)=O)C=C1 N-[1-(4-Chlorobenzyl)-2,3-dihydro-1H-indol-5-yl]-3,3-dimethylbutyramide